ClC1=CC=CC=2OC3=C(C21)C=C(C=C3)C3=CC(=CC=C3)C3=CC=CC2=C3OC3=C2C=CC=C3C3=CC=CC=C3 1-chloro-8-(3-(6-phenyldibenzo[b,d]furan-4-yl)phenyl)dibenzo[b,d]furan